C=1N=CN2C1C1=CC=CC=C1[C@H]2C=2N=NN1C2C(CCC1)O ((S)-5H-imidazo[5,1-a]isoindol-5-yl)-4,5,6,7-tetrahydro-[1,2,3]triazolo[1,5-a]pyridin-4-ol